CC1([C@@H](C1)C(=O)N)C (R)-2,2-dimethylcyclopropaneformamide